5-bromo-2-chloro-3,4-lutidine BrC=1C(=C(C(=NC1)Cl)C)C